N-(2-((1S,3S,5S)-3-Cyano-2-azabicyclo[3.1.0]hexan-2-yl)-2-oxoethyl)-7-methoxy-2-methylquinoline-4-carboxamide C(#N)[C@H]1N([C@H]2C[C@H]2C1)C(CNC(=O)C1=CC(=NC2=CC(=CC=C12)OC)C)=O